4-(4-((3-(2-Ethynylthiazol-4-yl)ureido)methyl)phenyl)-N,N,1-trimethyl-1H-indazole-6-carboxamide C(#C)C=1SC=C(N1)NC(NCC1=CC=C(C=C1)C1=C2C=NN(C2=CC(=C1)C(=O)N(C)C)C)=O